O=C1NC(CCC1N1C(C2=CC=C(C=C2C1)N1CCC(CC1)CN1CCN(CC1)C1=CC=C(C(=O)C=2C3=C(SC2C2=CC=C(C=C2)B(O)O)C=C(C=C3)O)C=C1)=O)=O (4-(3-(4-(4-((1-(2-(2,6-dioxopiperidin-3-yl)-1-oxoisoindolin-5-yl)piperidin-4-yl)methyl)piperazin-1-yl)benzoyl)-6-hydroxybenzo[b]thiophen-2-yl)phenyl)boronic acid